C(C)N1C=CC(C=C1)=C1C=CN(C=C1)CC 1,1'-diethyl-4,4'-bipyridine